tert-butyl 7-[2-{[1-(dimethylcarbamoyl) piperidin-4-yl] oxy}-7-(5-methyl-1H-indazol-4-yl)-8-(2,2,2-trifluoroethoxy)-6-vinylquinazolin-4-yl]-2,7-diazaspiro[3.5]nonane-2-carboxylate CN(C(=O)N1CCC(CC1)OC1=NC2=C(C(=C(C=C2C(=N1)N1CCC2(CN(C2)C(=O)OC(C)(C)C)CC1)C=C)C1=C2C=NNC2=CC=C1C)OCC(F)(F)F)C